bromo-6-chloro-4-(methoxymethoxy)benzaldehyde BrC1=C(C=O)C(=CC(=C1)OCOC)Cl